ClC1=C(C=CC=C1NC(=O)C=1N(C2=C(CN(CC2)C)N1)C)C1=C(C(=CC=C1)NC=1N=CC=C2C=C(C=NC12)CN1C[C@@H](CC1)C(=O)O)C (R)-1-((8-(2'-chloro-3'-(1,5-dimethyl-4,5,6,7-tetrahydro-1H-imidazo[4,5-c]pyridine-2-carboxamido)-2-methylbiphenyl-3-ylamino)-1,7-naphthyridin-3-yl)methyl)pyrrolidine-3-carboxylic acid